[Si](C1=CC=CC=C1)(C1=CC=CC=C1)(C(C)(C)C)O[C@@H]1C[C@@](NC1)(C(=O)OC)C Methyl (2R,4R)-4-((tert-butyldiphenylsilyl)oxy)-2-methylpyrrolidine-2-carboxylate